meta-phenylenediamine dihydroiodide I.I.C1(=CC(=CC=C1)N)N